(R)-(4-amino-7-fluoroimidazo[1,5-a]quinoxalin-8-yl)(2-(4-(trifluoromethyl)phenyl)piperidin-1-yl)methanone NC=1C=2N(C3=CC(=C(C=C3N1)F)C(=O)N1[C@H](CCCC1)C1=CC=C(C=C1)C(F)(F)F)C=NC2